CN1C(NC(C(C1=O)C1CCCCC1)=O)=O methyl-5-cyclohexyl-2,4,6-trioxopyrimidine